3-(4-(aminomethyl)-1-oxo-1,2-dihydrophthalazin-6-yl)imidazo[1,2-a]pyridine-7-carbonitrile NCC1=NNC(C2=CC=C(C=C12)C1=CN=C2N1C=CC(=C2)C#N)=O